BrC=1C=C(C2=C(C(=CO2)COC2=C(C=CC(=C2)OC)CC(=O)OCC)C1)OCC1CC1 ethyl 2-(2-((5-bromo-7-(cyclopropylmethoxy)benzofuran-3-yl)methoxy)-4-methoxyphenyl)acetate